C(C)(C)(C)[C@@H]1CC=2C=C3C(=NC2CC1)SC(=N3)C(=O)N[C@H](CCN3CCC(CC3)CCO)C3=CC(=CC=C3)C(NC3C[NH+](C3)C)=O (7S)-7-tert-butyl-N-[(1R)-3-[4-(2-hydroxyethyl)-1-piperidyl]-1-[3-[(1-methylazetidin-1-ium-3-yl)carbamoyl]phenyl]propyl]-5,6,7,8-tetrahydrothiazolo[5,4-b]quinoline-2-carboxamide